ClC1=C(C=CC=C1C1=C(C(=NC=C1)C1=CC(=C(C=C1)CNC1CCC(CC1)O)OC)Cl)C1=CC=C(C(=N1)OC)CNC1CCC(CC1)O (1s,4r)-4-(((6-(2-chloro-3-(3-chloro-2-(4-((((1s,4r)-4-hydroxycyclohexyl)amino)methyl)-3-methoxyphenyl)pyridin-4-yl)phenyl)-2-methoxypyridin-3-yl)methyl)amino)cyclohexan-1-ol